COC=1C=C2C(=CC(=NC2=CC1)N/N=C(\C)/C1=NC=CC=C1)C 6-methoxy-4-methyl-N-[(E)-1-pyridin-2-ylethylideneamino]quinolin-2-amine